N-(4-(6-cyanopyridin-3-yl)quinolin-8-yl)-4-isopropoxybenzamide C(#N)C1=CC=C(C=N1)C1=CC=NC2=C(C=CC=C12)NC(C1=CC=C(C=C1)OC(C)C)=O